(S)-1-(((9H-fluoren-9-yl)methoxy)carbonyl)-2-methylpyrrolidine-2-carboxylic acid C1=CC=CC=2C3=CC=CC=C3C(C12)COC(=O)N1[C@@](CCC1)(C(=O)O)C